1-ethylphenyl-propane C(C)C1(CC=CC=C1)CCC